(6-(2-hydroxyethoxy)naphthalene-2-yl)fluorene OCCOC=1C=C2C=CC(=CC2=CC1)C1=CC=CC=2C3=CC=CC=C3CC12